ClC1=C(C=C2C(=C(N(C2=C1)C)C1=NN=C(N1)C(F)(F)F)C=1C=NNC1)OC 6-chloro-5-methoxy-1-methyl-3-(1H-pyrazol-4-yl)-2-(5-(trifluoromethyl)-4H-1,2,4-triazol-3-yl)-1H-indole